N-((1-(2-amino-6-silylimidazo[4,5-d]pyrrolo[2,3-b]pyridin-1(6H)-yl)-piperidin-4-yl)methyl)-1-cyanomethanesulfonamide NC1=NC=2C(=C3C(=NC2)N(C=C3)[SiH3])N1N1CCC(CC1)CNS(=O)(=O)CC#N